C(C#C)OC1=CC=C(CN[C@@H](CCC(=O)O)C(=O)O)C=C1 4-(prop-2-yn-1-yloxy)-benzyl-L-glutamic acid